CC=1C(C(CCC1)(C)C)C=CC(CCC=C)=O 1-(2,6,6-Trimethyl-2-cyclohexen-1-yl)-1,6-heptadien-3-on